CNC1=C2C(=NC=N1)N(C=N2)[C@H]3[C@@H]([C@@H]([C@H](O3)CO)O)OC N6,2'-O-dimethyladenosine